2'-cyclopropyl-N4-{[1-(methoxymethyl)cyclobutyl]methyl}-N4-methyl-6'-(trifluoromethyl)[2,4'-bipyridine]-4,5,6-triamine C1(CC1)C1=NC(=CC(=C1)C1=NC(=C(C(=C1)N(C)CC1(CCC1)COC)N)N)C(F)(F)F